FC1=C(C=CC=C1O)CN(CC(O)=NO)CC1=C(C(=CC=C1)O)F 2-[bis[(2-fluoro-3-hydroxy-phenyl)methyl]-amino]ethanehydroximic acid